NC1=NC=C2N(C(N(C2=N1)[C@@H]1O[C@@H]([C@H]([C@H]1O)F)CO)=O)CC1=CC(=NO1)O 2-amino-9-((2R,3S,4S,5R)-4-fluoro-3-hydroxy-5-(hydroxymethyl)tetrahydrofuran-2-yl)-7-((3-hydroxyisoxazol-5-yl)methyl)-7,9-dihydro-8H-purin-8-one